[SH3]NC#N lambda4-mercaptocyanamide